C1(C=CC(N1CC1CCC(CC1)C(=O)ON1C(CCC1=O)=O)=O)=O succinimidyl 4-(1-maleimidomethyl)cyclohexane-1-carboxylate